(2-fluoro-4-(trifluoromethyl)phenyl)methyl-d2 methanesulfonate CS(=O)(=O)OC([2H])([2H])C1=C(C=C(C=C1)C(F)(F)F)F